C(C(C)C)N1CCC2(CCCC2NC(C2=CC=CC=C2)=O)CC1 N-(8-isobutyl-8-azaspiro[4.5]decan-1-yl)benzamide